CC1=CN=C(O1)N1CC(C1)C(=O)N (5-methyloxazol-2-yl)azetidine-3-carboxamide